(3-(5-fluoropyrimidin-2-yl)-5-methylpyridin-2-yl)((1S,4S,6R)-6-((5-(trifluoromethyl)pyridin-2-yl)amino)-2-azabicyclo[2.2.1]hept-2-yl)methanone FC=1C=NC(=NC1)C=1C(=NC=C(C1)C)C(=O)N1[C@@H]2[C@@H](C[C@H](C1)C2)NC2=NC=C(C=C2)C(F)(F)F